CC[C@H](C)[C@@H]1[C@H](CC(=O)O[C@H](C(=O)[C@@H](C(=O)N[C@H](C(=O)N2CCC[C@H]2C(=O)N([C@H](C(=O)O[C@@H]([C@@H](C(=O)N1)NC(=O)[C@@H](CC(C)C)N(C)C(=O)[C@@H]3CCCN3C(=O)C(=O)C)C)CC4=CC=C(C=C4)OC)C)CC(C)C)C)C(C)C)O The molecule is a didemnin that is didemin B in which the hydroxy group of the 1-(2-hydroxypropanoyl)-L-prolinamide moiety has been oxidised to the corresponding ketone. It was originally isolated from the Mediterranean tunicate Aplidium albicans. It has a role as a marine metabolite and an antineoplastic agent.